3-cyclopropyl-5-[(2-fluoro-2-methyl-propyl)sulfamoyl]-6,7,8,9-tetrahydrobenzo[g]isoquinolin-7-yl-3-(2,5-dimethylpyrazol-3-yl)thiourea C1(CC1)C=1N=CC2=CC3=C(C(=C2C1)S(NCC(C)(C)F)(=O)=O)CC(CC3)NC(=S)NC=3N(N=C(C3)C)C